Cl.NC1=CC(=NC(=C1C#N)C1=NC(=C(N=C1)C)N1CC(CC1)C(C)(C)O)C=1SC=CN1 4-amino-2-(6-(3-(2-hydroxyprop-2-yl)pyrrolidin-1-yl)-5-methylpyrazin-2-yl)-6-(thiazol-2-yl)nicotinonitrile hydrochloride